COC1=C(CN(S(=O)(=O)C2=C(C=C(C=C2F)N2C[C@]([C@H](CC2)O)(CCC2=CC(=CC=C2)C(F)(F)F)N(C)C)F)C2=NC=NC=C2)C=CC(=C1)OC N-(2,4-dimethoxybenzyl)-4-((3S,4S)-3-(dimethylamino)-4-hydroxy-3-(3-(trifluoromethyl)phenethyl)piperidin-1-yl)-2,6-difluoro-N-(pyrimidin-4-yl)benzenesulfonamide